N-cyclohexyl-2,4-dihydroxy-6-pentyl-benzenesulfonamide C1(CCCCC1)NS(=O)(=O)C1=C(C=C(C=C1CCCCC)O)O